1-N-[4-(6-chloropyrido[3,4-d]pyrimidin-4-yl)oxy-phenyl]-1-N'-(4-fluoro-phenyl)cyclopropane-1,1-dicarboxamide ClC1=CC2=C(N=CN=C2OC2=CC=C(C=C2)NC(=O)C2(CC2)C(=O)NC2=CC=C(C=C2)F)C=N1